NC1(C(C(CCC1)(C)O)=O)C1=C(C(=CC=C1)F)C(F)(F)F 2-amino-2-(3-fluoro-2-(trifluoromethyl)phenyl)-6-hydroxy-6-methylcyclohexan-1-one